2-(2-ethoxy-3-fluoro-5-isopropylphenyl)-2-((R)-3-((5-(4-methoxy-5,6,7,8-tetrahydro-1,8-naphthyridin-2-yl)pentyl)oxy)pyrrolidin-1-yl)acetic acid C(C)OC1=C(C=C(C=C1F)C(C)C)C(C(=O)O)N1C[C@@H](CC1)OCCCCCC1=NC=2NCCCC2C(=C1)OC